C[Si](OC1=CC=CC=C1)(C)C trimethylphenyloxysilane